(3-ethylsulfonyl-5-(hydroxymethyl)pyridin-2-yl)-5-(trifluoromethylthio)benzo[d]oxazole C(C)S(=O)(=O)C=1C(=NC=C(C1)CO)C=1OC2=C(N1)C=C(C=C2)SC(F)(F)F